[I-].[N+](=O)([O-])C1=CC=C(C=C1)N1N(C=NC1)C 2-p-nitrophenyl-1-methyl-1,2,4-triazole iodide